N1(CCCCC1)C1=C(C=CC=C1)NS(=O)(=O)C N-(2-(piperidin-1-yl)phenyl)methanesulfonamide